C1=C(C=CC2=CC=CC=C12)C=1NC=C(N1)C1=CC=CC=C1 2-(2-Naphthyl)-4-phenylimidazole